4-(bromomethyl)-5-cyclopropyl-3-(2-fluorophenyl)isoxazole BrCC=1C(=NOC1C1CC1)C1=C(C=CC=C1)F